NC1=C2N=C(N(C2=NC(=N1)OCC)CC1=C(C=C(C=C1)CNC1CNCCC1)OC)O 6-amino-2-ethoxy-9-(2-methoxy-4-((piperidin-3-ylamino)methyl)benzyl)-9H-purin-8-ol